(4aR,8aS)-6-((1R,5S,6R)-6-(hydroxymethyl)-3-azabicyclo[3.1.0]hexane-3-carbonyl)hexahydro-2H-pyrido[4,3-b][1,4]oxazin-3(4H)-one OCC1[C@H]2CN(C[C@@H]12)C(=O)N1C[C@@H]2[C@@H](OCC(N2)=O)CC1